(S)-2-chloro-4-((3-(1-(cyanomethyl)-3-(trifluoromethyl)-1H-pyrazol-4-yl)imidazo[1,2-a]pyrazin-8-yl)amino)-N-(2-((2-oxo-2-(pyrrolidin-3-ylamino)ethyl)amino)ethyl)benzamide ClC1=C(C(=O)NCCNCC(N[C@@H]2CNCC2)=O)C=CC(=C1)NC=1C=2N(C=CN1)C(=CN2)C=2C(=NN(C2)CC#N)C(F)(F)F